C1(=C(C=CC=C1)[Si](O)(C)C)[Si](O)(C)C phenylenebis-(dimethylhydroxysilicon)